C(C=C)N1CC2=NC(=CC=C2C1=O)NC1=NC=C(C(=N1)N[C@H](CO)C1=CC=C(C=C1)F)C1=NC(=NO1)C12CCN(CC1)CC2 (S)-6-allyl-2-((4-((1-(4-fluorophenyl)-2-hydroxyethyl)amino)-5-(3-(quinuclidin-4-yl)-1,2,4-oxadiazol-5-yl)pyrimidin-2-yl)amino)-6,7-dihydro-5H-pyrrolo[3,4-b]pyridin-5-one